FC1=C(C=C(C(=C1)C)C1=CC(=NC(=C1)N1CCOCC1)C=1C=NN(C1)C)NC(=O)N1C[C@@H](CC1)CC(F)(F)F (3S)-N-{2-fluoro-4-methyl-5-[2-(1-methylpyrazol-4-yl)-6-(morpholin-4-yl)pyridin-4-yl]phenyl}-3-(2,2,2-trifluoroethyl)pyrrolidine-1-carboxamide